CN1N=CC=C1NC=1C=NC=2CCN(CC2C1)C1=NC=NC2=CC=C(C=C12)C N-(2-methylpyrazol-3-yl)-6-(6-methylquinazolin-4-yl)-7,8-dihydro-5H-1,6-naphthyridin-3-amine